FC=1C=C2C=CC(=NC2=CC1)C1=CC(=NN1C1=CC=CC=C1)C1=CC=C(C=C1)OC 6-Fluoro-2-[3-(4-methoxyphenyl)-1-phenyl-1H-pyrazol-5-yl]quinoline